Sodium 2,5-Dichlorosulfanilate ClC1=C(S(=O)(=O)[O-])C=C(C(=C1)N)Cl.[Na+]